FC(C)(F)C1=NC(=CC(=N1)NC1=CC(=NC=C1C1=NN(N=C1)C(C)C)NC(C)=O)C N-(4-((2-(1,1-difluoroethyl)-6-methylpyrimidin-4-yl)amino)-5-(2-isopropyl-2H-1,2,3-triazol-4-yl)pyridin-2-yl)acetamide